isopropyl-((((2R,3S,4R,5R)-5-(4-aminopyrrolo[2,1-f][1,2,4]triazin-7-yl)-5-cyano-3,4-dihydroxytetrahydrofuran-2-yl)methoxy)carbonyl)-L-valinate C(C)(C)N([C@@H](C(C)C)C(=O)[O-])C(=O)OC[C@H]1O[C@@]([C@@H]([C@@H]1O)O)(C#N)C1=CC=C2C(=NC=NN21)N